NC1=NC2=CC=C(C=C2C=C1C)C(=O)N(CC(C)C)CC1=NC=C(C=C1)Cl 2-amino-N-((5-chloro-2-pyridinyl)methyl)-3-methyl-N-(2-methylpropyl)-6-quinolinecarboxamide